C(C)CC(=O)[O-].[Sn+4].ClC1=NC(=C(C(=N1)Cl)C)C(F)(F)F.C(C)CC(=O)[O-].C(C)CC(=O)[O-].C(C)CC(=O)[O-] 2,4-Dichloro-5-methyl-6-(trifluoromethyl)pyrimidine tin 2-ethylacetate